C1(CC1)C1=CC(=NC(=N1)NC1=CC(=C(C=C1)OC)OCCCN1CCCC1)NC 6-cyclopropyl-N2-(4-methoxy-3-(3-(pyrrolidin-1-yl)propoxy)phenyl)-N4-methylpyrimidine-2,4-diamine